3-bromo-2-(trifluoromethyl)pyridine BrC=1C(=NC=CC1)C(F)(F)F